C[C@@H]1OC(OC1)=S (S)-4-methyl-1,3-dioxolan-2-thione